O=C1NC2=CC=C(C=C2C1=C(NC1=CC=C(C=C1)CN1CCCCC1)C1=CC=CC=C1)NC(C)=O N-{2-oxo-3-[phenyl-(4-piperidin-1-ylmethyl-phenylamino)-methylene]-2,3-dihydro-1H-indol-5-yl}-acetamide